PHENYLETHYLIDENEHYDRAZINE C1(=CC=CC=C1)CC=NN